6-Fluoro-N-methyl-5-(piperazin-1-yl)pyridineamide hydrochloride Cl.FC1=C(C=CC(=N1)C(=O)NC)N1CCNCC1